The molecule is a hexadecatrienoate that is the conjugate base of (7Z,10Z,13Z)-hexadecatrienoic acid, obtained by deprotonation of the carboxy group; major species at pH 7.3. It is a conjugate base of an all-cis-7,10,13-hexadecatrienoic acid. CC/C=C\\C/C=C\\C/C=C\\CCCCCC(=O)[O-]